C1(CCCC1)NC(N(C1CCC(CC1)C1=CC=CC=C1)CC1=CC=C(C=C1)OC)=O 3-cyclopentyl-1-(4-methoxybenzyl)-1-((1r,4r)-4-phenylcyclohexyl)-urea